3,5-diethyl-1-(azetidin-3-yl)-1H-pyrazole-3,5-dicarboxylic acid hydrochloride Cl.C(C)C1(NN(C(C1)(C(=O)O)CC)C1CNC1)C(=O)O